3-[(3aR,6R,6aS)-6-[5-(4-Benzyl-1,3-thiazol-2-yl)-2-chloropyrrolo[2,3-d]pyrimidin-7-yl]-2,2-dimethyl-tetrahydro-3aH-cyclopenta[d][1,3]dioxol-4-yl]-1-cyclopropyl-5,6-dihydro-2H-pyridine C(C1=CC=CC=C1)C=1N=C(SC1)C1=CN(C=2N=C(N=CC21)Cl)[C@@H]2CC([C@@H]1[C@H]2OC(O1)(C)C)C=1CN(CCC1)C1CC1